4-(3,8-diazabicyclo[3.2.1]octan-3-yl)-7-(8-ethynyl-7-fluoronaphthalen-1-yl)-6,8-difluoro-2-(((S,Z)-2-(fluoromethylene)tetrahydro-1H-pyrrolizin-7a(5H)-yl)methoxy)-5-methoxyquinazoline C12CN(CC(CC1)N2)C2=NC(=NC1=C(C(=C(C(=C21)OC)F)C2=CC=CC1=CC=C(C(=C21)C#C)F)F)OC[C@]21CCCN1C\C(\C2)=C/F